FC(OC1=CC2=C(N=C(S2)NNC(=O)N=N)C=C1)(F)F (6-(Trifluoromethoxy)benzo[d]thiazol-2-yl)carbazone